1H-1,2,4-triazole lithium [Li].N1N=CN=C1